(S)-3-hydroxybutanone O[C@H](C(C)=O)C